2-chloro-4-[(6-chloropyrido[3,2-d]pyrimidin-4-yl)amino]-3-fluoro-phenol ClC1=C(C=CC(=C1F)NC=1C2=C(N=CN1)C=CC(=N2)Cl)O